CC=1C2=CC(=C(C=C2C(=C2C=C(C(=CC12)OC)OC)C)OC)OC 9,10-dimethyl-2,3,6,7-tetramethoxyanthracene